C(#N)C1=C(C=CC(=C1)C(=O)C1=CC=C2C(=CC=CN12)C1=C(C=CC=C1)OC)NC(\C=C\CNC1CCC(CC1)OC)=O (E)-N-(2-cyano-4-(8-(2-methoxyphenyl)indolizine-3-carbonyl)phenyl)-4-(((1r,4r)-4-methoxycyclohexyl)amino)but-2-enamide